(1-(2-((tert-butyldimethylsilyl)oxy)ethyl)-3-ethoxy-1H-pyrazol-5-yl)methanol [Si](C)(C)(C(C)(C)C)OCCN1N=C(C=C1CO)OCC